5-(4,4-difluoropiperidin-3-yl)pyrazin-2(1H)-one FC1(C(CNCC1)C=1N=CC(NC1)=O)F